C1(=CC=CC=C1)C(=C)O[NH-] (1-phenylvinyloxy)amide